2,7-dimethyl-6-octenoic acid CC(C(=O)O)CCCC=C(C)C